(2-fluoro-3-((2-fluoro-4-iodophenyl)amino)pyridin-4-yl)dimethylphosphine FC1=NC=CC(=C1NC1=C(C=C(C=C1)I)F)P(C)C